9,9'-(2-(4-(9H-Carbazol-9-yl-d8)-6-chloro-1,3,5-triazin-2-yl)-1,3-phenylene-4,5,6-d3)bis(9H-carbazole-1,2,3,4,5,6,7,8-d8) C1(=C(C(=C(C=2C3=C(C(=C(C(=C3N(C12)C1=NC(=NC(=N1)Cl)C1=C(C(=C(C(=C1N1C2=C(C(=C(C(=C2C=2C(=C(C(=C(C12)[2H])[2H])[2H])[2H])[2H])[2H])[2H])[2H])[2H])[2H])[2H])N1C2=C(C(=C(C(=C2C=2C(=C(C(=C(C12)[2H])[2H])[2H])[2H])[2H])[2H])[2H])[2H])[2H])[2H])[2H])[2H])[2H])[2H])[2H])[2H]